perfluoro fluoride FF